2-(1-(1-(5-chloropyrimidin-2-yl)piperidin-4-yl)ethoxy)-5-(4-(methylsulfonyl)phenyl)thiazolo[5,4-b]pyridine ClC=1C=NC(=NC1)N1CCC(CC1)C(C)OC=1SC2=NC(=CC=C2N1)C1=CC=C(C=C1)S(=O)(=O)C